2-bromo-9,9-dimethyl-9H-fluoren BrC1=CC=2C(C3=CC=CC=C3C2C=C1)(C)C